9-[1-[[6-chloro-2-(1-methyl-1,2,4-triazol-3-yl)-3-pyridyl]amino]ethyl]-3-[1-(2-hydroxyethyl)-4-piperidyl]-4,7-dimethyl-pyrazolo[3,4-c]isoquinolin-5-one ClC1=CC=C(C(=N1)C1=NN(C=N1)C)NC(C)C=1C=2C3=C(N(C(C2C=C(C1)C)=O)C)N(N=C3)C3CCN(CC3)CCO